C(C)(=O)[O-].C(C)(=O)[O-].C(C)(=O)[O-].[Sn+3] tin triacetate